FC1=CC=C(C=C1)C1=C(COC2(CCCC2)C1)CNCC=1SC=CC1OC N-((9-(4-fluorophenyl)-6-oxaspiro[4.5]dec-8-en-8-yl)methyl)-1-(3-methoxythiophen-2-yl)methylamine